1,2,3,4-butanetetracarboxylic acid-2,2,6,6-tetramethyl-4-piperidyl ester CC1(NC(CC(C1)OC(=O)CC(C(CC(=O)O)C(=O)O)C(=O)O)(C)C)C